C(CC)[NH+]=C(S)N N-propylthiouronium